5-[Methyl(pyridin-2-ylmethyl)amino]-1,3,4-thiadiazole-2-carboxylic acid Ethyl-5-[methyl(pyridin-2-ylmethyl)amino]-1,3,4-thiadiazole-2-carboxylate C(C)OC(=O)C=1SC(=NN1)N(CC1=NC=CC=C1)C.CN(C1=NN=C(S1)C(=O)O)CC1=NC=CC=C1